ClC=1C(=C(C(=CC1)N1N=NN=C1)C1=CC(N2[C@H](CCC2C1)C(=O)OCC(=O)C1=C(C(=NC=C1)C1(COC1)C#N)F)=O)F 2-(2-(3-cyanooxetan-3-yl)-3-fluoropyridin-4-yl)-2-oxoethyl (3R)-7-(3-chloro-2-fluoro-6-(1H-tetrazol-1-yl)phenyl)-5-oxo-1,2,3,5,8,8a-hexahydroindolizine-3-carboxylate